(5RS)-2-[(5-Chloropyridin-2-yl)methyl]-5-(pyrrolidin-1-ylcarbonyl)-5,6,7,8-tetrahydro[1,2,4]triazolo[4,3-a]pyridin-3(2H)-one ClC=1C=CC(=NC1)CN1N=C2N([C@H](CCC2)C(=O)N2CCCC2)C1=O |r|